C(C)(C)(C)[S@](=O)N[C@H](CCOC)C=1C=C(N=NC1Cl)NC(C(C)(C)C)=O |o1:7| N-(5-((R*)-1-(((S)-tert-butylsulfinyl)amino)-3-methoxypropyl)-6-chloropyridazin-3-yl)pivalamide